tert-butyl 4-((5-chloro-4-(3-isopropyl-1-((2-(trimethylsilyl)ethoxy)methyl)-1H-pyrazol-4-yl)pyridin-2-yl)amino)piperidine-1-carboxylate ClC=1C(=CC(=NC1)NC1CCN(CC1)C(=O)OC(C)(C)C)C=1C(=NN(C1)COCC[Si](C)(C)C)C(C)C